Chloro-2-methylcyclohexanecarboxylic acid, 1,1-dimethylethyl ester ClC1(C(CCCC1)C)C(=O)OC(C)(C)C